N-(4-(chlorodifluoromethoxy)phenyl)-1-isopropyl-7-(pyrimidin-5-yl)-1H-indole-5-carboxamide ClC(OC1=CC=C(C=C1)NC(=O)C=1C=C2C=CN(C2=C(C1)C=1C=NC=NC1)C(C)C)(F)F